(3S)-7-((S)-4-acryloyl-2-methylpiperazin-1-yl)-9-chloro-3-((4-cyclopropyl-piperazin-1-yl)methyl)-10-(2,4,5-trifluorophenyl)-2H-[1,4]thiazino[2,3,4-ij]quinazolin-5(3H)-one C(C=C)(=O)N1C[C@@H](N(CC1)C1=NC(N2C3=C(C(=C(C=C13)Cl)C1=C(C=C(C(=C1)F)F)F)SC[C@@H]2CN2CCN(CC2)C2CC2)=O)C